2-((2-((4-(4-((3-((2,6-dioxopiperidin-3-yl)amino)benzyl)(methyl)amino)piperidin-1-yl)-2-isopropoxy-5-methylphenyl)amino)-5-(trifluoromethyl)pyridin-4-yl)amino)-N-methylbenzamide O=C1NC(CCC1NC=1C=C(CN(C2CCN(CC2)C2=CC(=C(C=C2C)NC2=NC=C(C(=C2)NC2=C(C(=O)NC)C=CC=C2)C(F)(F)F)OC(C)C)C)C=CC1)=O